4-fluoro-3-(5-(oxazol-2-yl)pyridin-3-yl)phenyl cyclopentylcarbamate C1(CCCC1)NC(OC1=CC(=C(C=C1)F)C=1C=NC=C(C1)C=1OC=CN1)=O